(spiro[2.3]hexan-5-yl)-1,2-dihydro-1,8-naphthyridine-3-carboxamide C1CC12CC(C2)N2CC(=CC1=CC=CN=C21)C(=O)N